FC1(C(=CC(N2[C@@H](CCC12)C(=O)OCC)=O)O)F ethyl (3S)-8,8-difluoro-7-hydroxy-5-oxo-1,2,3,5,8,8a-hexahydroindolizine-3-carboxylate